O=C1NC(CCC1N1C(C2=CC=CC(=C2C1=O)NCC1=C(C=C(C=C1)CN1CC(C1)C1=NC=CC=C1)F)=O)=O 2-(2,6-dioxopiperidin-3-yl)-4-(2-fluoro-4-((3-(pyridin-2-yl)azetidin-1-yl)methyl)benzylamino)isoindoline-1,3-dione